2-(Isoindolin-4-ylamino)-N,N-dimethylacetamide hydrochloride Cl.C1NCC2=C(C=CC=C12)NCC(=O)N(C)C